pentacosyl eicos-11-enoate C(CCCCCCCCCC=CCCCCCCCC)(=O)OCCCCCCCCCCCCCCCCCCCCCCCCC